NCCCCCC(CCOCOCC[Si](C)(C)C)=O 8-amino-1-{[2-(trimethylsilyl)ethoxy]methoxy}octan-3-one